BrC1=CC=C(C=C1)N1CCS(CC1)(=O)=O 4-(4-bromophenyl)thiomorpholine 1,1-dioxide